2-(pyrazin-2-yl)-2H-1,2,3-triazole-4-carboxylic acid N1=C(C=NC=C1)N1N=CC(=N1)C(=O)O